4-{9-[(2R,3R,4S,5R)-3,4-Dihydroxy-5-(hydroxymethyl)tetrahydrofur-2-yl]-N-adenineyl}-1,2,3-butanetriol-d O[C@H]1[C@@H](O[C@@H]([C@H]1O)CO)N1C2=NC=NC(=C2N=C1)NCC(C(CO)O)O[2H]